C1(=CC=CC=C1)C1=NC2=CC=CC=C2C(=C1)C1=CC=C(C=C1)Cl 2-phenyl-4-(4-chlorophenyl)quinoline